C(C)(C)(C)OC(=O)N(C=1C(=NC(=CN1)Br)C1=CC(=NO1)C1=C(C=C(C=C1)CN(C(OC(C)(C)C)=O)C)F)C(=O)OC(C)(C)C tert-Butyl N-[[4-[5-[3-[bis(tert-butoxycarbonyl)amino]-6-bromo-pyrazin-2-yl]isoxazol-3-yl]-3-fluoro-phenyl]methyl]-N-methyl-carbamate